(S)-1-(3-fluoropropyl)-3-(4-iodophenoxy)pyrrolidine FCCCN1C[C@H](CC1)OC1=CC=C(C=C1)I